6-Bromo-1-methyl-4-[4-(5-methyl-1,3-benzoxazol-2-yl)piperidin-1-yl]-2-oxo-1,2-dihydroquinoline-3-carboxamide BrC=1C=C2C(=C(C(N(C2=CC1)C)=O)C(=O)N)N1CCC(CC1)C=1OC2=C(N1)C=C(C=C2)C